C(CCCCCCCCCC)C(C(=O)O)CCCCCCCCCCC 2-undecyltridecanoic acid